(S)-N-(1-(3-(2-Cyclobutylpyridin-4-yl)-1,2,4-oxadiazol-5-yl)ethyl)-1-methyl-3-(trifluoromethyl)-1H-pyrazole-5-carboxamide C1(CCC1)C1=NC=CC(=C1)C1=NOC(=N1)[C@H](C)NC(=O)C1=CC(=NN1C)C(F)(F)F